O1C(OCC1)CNC(C=C)=O N-(1,3-dioxolan-2-ylmethyl)acrylamide